C(C)(C)(C)C1=CC=C(C=C1)C=1OC(=CC1)C1=CC=CC=C1 2-(4-tert-butylphenyl)-5-phenylfuran